benzyl (3R,7S)-3-(((benzyloxy) carbonyl) amino)-4-hydroxy-7-methyl-2,3,4,7-tetrahydro-1H-azepine-1-carboxylate C(C1=CC=CC=C1)OC(=O)N[C@@H]1CN([C@H](C=CC1O)C)C(=O)OCC1=CC=CC=C1